tert-Butyl 3-(3-piperidyloxy)azetidine-1-carboxylate N1CC(CCC1)OC1CN(C1)C(=O)OC(C)(C)C